C1(CC1)C1=NNC(=C1)NC1=CC2=C(C(=NO2)NS(=O)(=O)C2=C(C=C(C=C2OC)C(C)OC)OC)C=C1OC N-{6-[(3-cyclopropyl-1H-pyrazol-5-yl)amino]-5-methoxy-1,2-benzoxazol-3-yl}-2,6-dimethoxy-4-(1-methoxyethyl)benzene-1-sulfonamide